C(C1=CC=CC=C1)N1N=C(C(N(C1=O)CC1=CC=C(C=C1)Cl)=O)C1=CC=CC=C1 2-benzyl-4-(4-chlorobenzyl)-6-phenyl-1,2,4-triazine-3,5(2H,4H)-dione